butyl (1-(8-fluoro-6-(5-fluoro-2-((1-(methylsulfonyl)piperidin-4-yl)amino)pyrimidin-4-yl)-2-methylquinolin-4-yl)ethyl)carbamate FC=1C=C(C=C2C(=CC(=NC12)C)C(C)NC(OCCCC)=O)C1=NC(=NC=C1F)NC1CCN(CC1)S(=O)(=O)C